ClC=1C(=C(C=CC1)C(CC(C(=O)OCC)=O)=O)O ethyl 4-(3-chloro-2-hydroxy-phenyl)-2,4-dioxo-butanoate